ClC1=C(C=CC=C1NC(=O)C=1N(C2=C(CN(CC2)C)N1)C)C1=C(C(=CC=C1)C=1C=NC(=C(C1)C(F)(F)F)CN1CC(C1)F)Cl N-(2,2'-dichloro-3'-(6-((3-fluoroazetidin-1-yl)methyl)-5-(trifluoromethyl)pyridin-3-yl)-[1,1'-biphenyl]-3-yl)-1,5-dimethyl-4,5,6,7-tetrahydro-1H-imidazo[4,5-c]pyridine-2-carboxamide